COC(C1=C(C(=CC(=C1)I)[N+](=O)[O-])N)=O.C1(CCC1)C[Si](OC)(OC)CC1CCC1 di(cyclobutylmethyl)dimethoxysilane methyl-2-amino-5-iodo-3-nitro-benzoate